CCCCCCCCCCCCCCCCOC[C@H](COC(=O)CCCCCCC/C=C\\CCCCCCCC)OC The molecule is an alkylglycerol that is 1-palmityl-2-methyl-sn-glycerol carrying an additional oleoyl substituent at position 3. It is an alkylglycerol and a monoacylglycerol. It derives from an oleic acid.